ClC=1C=C(C(=O)N[C@@H](C)C2=NC=CN=C2C2=NC=C(C=C2)N=S(=O)(C)CC)C=C(C1)OC(F)(F)F 3-chloro-N-((1S)-1-(3-(5-((ethyl(methyl)(oxo)-λ6-sulfaneylidene)amino)pyridin-2-yl)pyrazin-2-yl)ethyl)-5-(trifluoromethoxy)benzamide